OCCCCC(C(=O)O)=C.C(C=C)(=O)OCCCCO 4-hydroxybutyl Acrylate (4-hydroxybutyl acrylate)